NC1=CC=C2C(=NNC2=C1)C=1C=C(C=CC1)NC(C=C)=O N-[3-(6-amino-1H-indazol-3-yl)phenyl]prop-2-enamide